O(C1=CC=CC=C1)CCN(CCC(C(=O)O)NC(=O)N1CCNCC1)CCCCC1=NC=2NCCCC2C=C1 4-[2-phenoxyethyl-[4-(5,6,7,8-tetrahydro-1,8-naphthyridin-2-yl)butyl]amino]-2-(piperazine-1-carbonylamino)butanoic acid